OC1CCC(CC1)CN(CCCCCC(=O)OC(CCCCCC)CCCCCCCC)CCCCCC(=O)OC(CCCCCC)CCCCCCCC di(pentadecan-7-yl) 6,6'-(((4-hydroxycyclohexyl)methyl)azanediyl)dihexanoate